C(C)(C)(C)OC(NC1=C(C=CC=C1NC)F)=O (2-fluoro-6-(methylamino)phenyl)carbamic acid tert-butyl ester